FC1=CC=C(C=C1)C=1C(=NC2=CC(=CC(=C2C1)C(C)O)C)C1=NC=NC=C1 1-(3-(4-fluorophenyl)-7-methyl-2-(pyrimidin-4-yl)quinolin-5-yl)ethan-1-ol